(1S,2S)-1-[4-[(3S)-([[2-(aminomethyl)pyridin-4-yl]oxy]methyl)pyrrolidine-1-sulfonyl]-2-methylphenoxy]-4,6-dichloro-N,N-dimethyl-2,3-dihydro-1H-inden-2-amine NCC1=NC=CC(=C1)OCC1N(CCC1)S(=O)(=O)C1=CC(=C(O[C@@H]2[C@H](CC3=C(C=C(C=C23)Cl)Cl)N(C)C)C=C1)C